3-(7-((2-(dimethylamino)ethyl)amino)-3-(1H-pyrrol-1-yl)benzo[b]thiophen-2-yl)prop-2-yn CN(CCNC1=CC=CC2=C1SC(=C2N2C=CC=C2)C#CC)C